(4-((tert-butyldimethylsilyl) oxy) phenyl) dimethylthiotriflate CS(=S(OC1=CC=C(C=C1)O[Si](C)(C)C(C)(C)C)(=O)C(F)(F)F)C